CC(=CCC/C(=C/CC/C(=C/CC/C(=C\\CC/C(=C\\CC/C(=C\\CC/C(=C\\CC/C(=C\\CC/C(=C\\CC/C(=C\\CC/C(=C\\COP(=O)([O-])OP(=O)([O-])O[C@@H]1[C@@H]([C@H]([C@@H]([C@H](O1)CO)O[C@H]2[C@@H]([C@H]([C@@H]([C@H](O2)CO)OP(=O)([O-])OC[C@@H](COP(=O)([O-])OC[C@@H]([C@@H]([C@@H](COP(=O)([O-])OC[C@@H]([C@@H]([C@@H](CO)O)O)O)O)O)O)O)O)NC(=O)C)O)NC(=O)C)/C)/C)/C)/C)/C)/C)/C)/C)/C)/C)C The molecule is an organophosphate oxoanion obtained by global deprotonation of the phosphate and diphosphate functions of 4-O-[poly(1-D-ribitylphosphonato)-1-D-ribitylphosphonato-(2R)-1-glycerylphosphonato]-N-acetyl-beta-D-mannosaminyl-(1->4)-N-acetyl-alpha-D-glucosaminyl ditrans,octacis-undecaprenyl diphosphate. It is an organophosphate oxoanion and a polyanionic polymer.